3,9-bis{2-[3-(3-t-butyl-4-hydroxy-5-methylphenyl)propynyloxy]-1,1-dimethylethyl}-2,4,8,10-tetraoxaspiro[5.5]undecane C(C)(C)(C)C=1C=C(C=C(C1O)C)CC#COCC(C)(C)C1OCC2(CO1)COC(OC2)C(COC#CCC2=CC(=C(C(=C2)C)O)C(C)(C)C)(C)C